BrC1=C(C=CC2=C1[C@@H]([C@](O2)(C#N)C2=CC=CC=C2)O)Cl (2R,3S)-4-bromo-5-chloro-3-hydroxy-2-phenyl-2,3-dihydrobenzofuran-2-carbonitrile